C1(=CC(=CC=C1)N)N META-PHENYLENEDIAMINE